({3H-[1,2,3]triazolo[4,5-b]pyridin-3-yl})oxonium tetrafluoroborate F[B-](F)(F)F.N1=NN(C2=NC=CC=C21)[OH2+]